(3-((2-((1-methyl-1H-pyrazol-4-yl) amino)-5-((N-phenylacetamido) methyl) pyrimidin-4-yl) amino) phenyl) carbamate C(N)(OC1=CC(=CC=C1)NC1=NC(=NC=C1CN(C(C)=O)C1=CC=CC=C1)NC=1C=NN(C1)C)=O